C1(CC1)OC=1C=C(C=C2C=C(C=NC12)C)C(=O)O 8-(cyclopropyloxy)-3-methylquinoline-6-carboxylic acid